N1N=CC(C2=C1SC=C2)=O THIENO[2,3-C]PYRIDAZIN-4(1H)-ON